N-[(2S,3R)-2-[(3'-chloro-2-fluoro[1,1'-biphenyl]-3-yl)methyl]-4,4-difluoro-1-(2-methylpropanoyl)pyrrolidin-3-yl]methane-sulfonamide ClC=1C=C(C=CC1)C1=C(C(=CC=C1)C[C@@H]1N(CC([C@@H]1NS(=O)(=O)C)(F)F)C(C(C)C)=O)F